(S)-N-(1-((3-fluoro-4-(6-oxo-1,6-dihydropyridazin-3-yl)phenyl)amino)-1-oxo-3,3-diphenylpropan-2-yl)-1-methyl-1H-pyrazole-5-carboxamide FC=1C=C(C=CC1C1=NNC(C=C1)=O)NC([C@H](C(C1=CC=CC=C1)C1=CC=CC=C1)NC(=O)C1=CC=NN1C)=O